[N+](=O)([O-])C1=CC=C(C=C1)C1=CC=2C(=NC=CC2S1)O 4-nitrophenylthieno[3,2-c]pyridin-4-ol